(2-bromo-6-chlorophenyl)-2-chloro-4-methoxypyrimidine-5-carboxamide BrC1=C(C(=CC=C1)Cl)C1=C(C(=NC(=N1)Cl)OC)C(=O)N